C1(=CC=CC2=CC=CC=C12)C1=C(OC=C1)C1=CC=CC2=CC=CC=C12 Dinaphthyl-furan